CC=1C(=C(C=C(C1)C)O)C=1C=CC=2C(=NC(=CN2)[C@H]2CNCCC2)N1 |o1:18| 3,5-dimethyl-2-[3-[rel-(3R)-3-piperidyl]pyrido[2,3-b]pyrazin-6-yl]phenol